3-fluoro-N-(1,1,1-trifluorobutan-2-yl)benzenesulfonamide FC=1C=C(C=CC1)S(=O)(=O)NC(C(F)(F)F)CC